4-(2,6-Bis(benzyloxy)-4-(2-methoxy-2-methylpropyl)phenyl)-1-ethyl-5-methylindolin-2-one C(C1=CC=CC=C1)OC1=C(C(=CC(=C1)CC(C)(C)OC)OCC1=CC=CC=C1)C1=C2CC(N(C2=CC=C1C)CC)=O